ethan-2-ylium-1-yl diethyl phosphite P(OC[CH2+])(OCC)OCC